C(C1=CC=CC=C1)N1C(CN(C[C@H]1C(F)F)C)=O (S)-1-benzyl-6-(difluoromethyl)-4-methylpiperazin-2-one